1,3,5-tripropylcyclohexane C(CC)C1CC(CC(C1)CCC)CCC